IRIDIUM RUTHENIUM PALLADIUM [Pd].[Ru].[Ir]